5-((4-chloro-5-(trifluoromethyl)pyrimidin-2-yl)amino)benzo[c][1,2]oxaborol-1(3H)-ol ClC1=NC(=NC=C1C(F)(F)F)NC1=CC2=C(B(OC2)O)C=C1